(sec-Butoxy)-2-chloro-5-((1-isopropyl-1H-pyrazol-4-yl)ethynyl)pyridine C(C)(CC)OC=1C(=NC=C(C1)C#CC=1C=NN(C1)C(C)C)Cl